potassium L-asparaginate N[C@@H](CC(N)=O)C(=O)[O-].[K+]